1,3-diaminotoluene-diamine NC1(C(N)N)CC(=CC=C1)N